6-(5-cyano-1H-pyrrolo[2,3-b]pyridin-1-yl)-4-(methylamino)pyridine C(#N)C=1C=C2C(=NC1)N(C=C2)C2=CC(=CC=N2)NC